propoxyglycerin C(CC)OC(O)C(O)CO